COC1C(C2=CC=CC=C2C=C1)=O methoxy-naphthalenone